(((5-(difluoromethoxy)-1-methyl-3-(trifluoromethyl)-1H-pyrazol-4-yl)methyl)thio)-5,5-dimethyl-4,5-dihydro-isoxazole FC(OC1=C(C(=NN1C)C(F)(F)F)CSC1=NOC(C1)(C)C)F